C(C)(C)(C)OC(=O)N1CC2(CC2C(NC=2N=CC3=C(N=C(C=C3C2)Cl)N)=O)CC1 (±)-cis-1-(8-amino-6-chloro-2,7-naphthyridin-3-ylcarbamoyl)-5-azaspiro[2.4]Heptane-5-carboxylic acid tert-butyl ester